COC=1C=C(C=CC1OC)[C@@H](C)NC(\C=C\C1=CNC2=NC=C(C=C21)C2=CC(=CC=C2)CN2CCN(CC2)C)=O (R,E)-N-(1-(3,4-dimethoxyphenyl)ethyl)-3-(5-(3-((4-methylpiperazin-1-yl)methyl)phenyl)-1H-pyrrolo[2,3-b]pyridin-3-yl)acrylamide